C(C)(=O)OCCCCCCCC\C=C/C=C/CC (9Z,11E)-tetradec-9,11-dien-1-yl acetate